4-(5-(3-cyclopropyloxy-4-methoxyphenyl)pyridin-3-yl)-1,2-oxaborol-2-ol C1(CC1)OC=1C=C(C=CC1OC)C=1C=C(C=NC1)C=1CB(OC1)O